4-(6-aminopyridin-3-yl)piperazine-1-carboxylate NC1=CC=C(C=N1)N1CCN(CC1)C(=O)[O-]